N-[4-fluoro-5-(6-hydroxypyridin-3-yl)-2-[rac-(3R,4R)-3-(dimethylamino)-4-fluoropyrrolidin-1-yl]phenyl]-6-oxo-4-(trifluoromethyl)-1H-pyridine-3-carboxamide FC1=CC(=C(C=C1C=1C=NC(=CC1)O)NC(=O)C1=CNC(C=C1C(F)(F)F)=O)N1C[C@H]([C@@H](C1)F)N(C)C |r|